(R)-2-amino-3-sulfopropionic acid N[C@H](C(=O)O)CS(=O)(=O)O